BrC=1C=C(C(=O)O)C=CC1I 3-bromo-4-iodo-benzoic acid